2-(2-Aminoacetamido)-N-(4,5-dimethylthiazol-2-yl)benzamide NCC(=O)NC1=C(C(=O)NC=2SC(=C(N2)C)C)C=CC=C1